C1=COON1 diOxazole